3-amino-4-(3-((tert-butoxycarbonyl)amino)propanoyl)-2-methylbenzoic acid NC=1C(=C(C(=O)O)C=CC1C(CCNC(=O)OC(C)(C)C)=O)C